NC1=C(C(=NN1C1COCC1)C1=CC(=C(C=C1F)CNC(C1=C(C=CC(=C1)F)OC)=O)F)C#N N-[[4-(5-amino-4-cyano-1-tetrahydrofuran-3-yl-pyrazol-3-yl)-2,5-difluoro-phenyl]methyl]-5-fluoro-2-methoxy-benzamide